2,6-diisocyanatohexanoic acid-2-isocyanatoethyl ester N(=C=O)CCOC(C(CCCCN=C=O)N=C=O)=O